C(C)(=O)C(C)C(C)=O 2,2-diacetylethane